Methyl 2-oxo-2,3-dihydrobenzo[d]oxazole-6-carboxylate O=C1OC2=C(N1)C=CC(=C2)C(=O)OC